C(C)(=O)C1(C(CC=2CCCC(C2C1)(C)C)C)C 7-acetyl-1,2,3,4,5,6,7,8-octahydro-1,1,6,7-tetramethylnaphthalene